t-butoxycarbonyl-2'-deoxy-2',2'-difluorocytidine C(C)(C)(C)OC(=O)[C@@]1(C([C@H](O)[C@@H](CO)O1)(F)F)N1C(=O)N=C(N)C=C1